2-[4-[3-(2,6-dioxo-3-piperidyl)-1-methyl-indazol-6-yl]oxyphenyl]-N-[5-fluoro-7-hydroxy-6-(1,1,4-trioxo-1,2,5-thiadiazolidin-2-yl)-2-naphthyl]acetamide O=C1NC(CCC1C1=NN(C2=CC(=CC=C12)OC1=CC=C(C=C1)CC(=O)NC1=CC2=CC(=C(C(=C2C=C1)F)N1S(NC(C1)=O)(=O)=O)O)C)=O